CC1=CC(=O)C2=C(C3=C(C(=C2O1)OC)OC=C3)OC The molecule is a furanochrome in which the basic tricyclic skeleton is substituted at positions 4 and 9 with methoxy groups and at position 7 with a methyl group. A major constituent of the plant Ammi visnaga it is a herbal folk medicine used for various illnesses, its main effect being as a vasodilator. It has a role as a vasodilator agent, a bronchodilator agent, an anti-asthmatic agent and a cardiovascular drug. It is an organic heterotricyclic compound, an oxacycle and a furanochromone.